FC1=C(OC2=C(C=C3C=NN(C3=C2)C)C(=O)N)C=CC(=C1)OCCC(N1CCCC1)=O 6-[2-fluoro-4-(3-oxo-3-pyrrolidin-1-yl-propoxy)phenoxy]-1-methyl-indazole-5-carboxamide